N1-(5-(4-(4-chloro-2-fluorophenyl)piperazin-1-yl)-1-methyl-1H-1,2,4-triazol-3-yl)-N4,N4-dimethylbenzene-1,4-disulfonamide ClC1=CC(=C(C=C1)N1CCN(CC1)C1=NC(=NN1C)NS(=O)(=O)C1=CC=C(C=C1)S(=O)(=O)N(C)C)F